(4-{5-[5-fluoro-6-(2-methoxy-ethoxy)-1H-indazol-3-yl]-isoxazol-3-yl}-phenyl)-(4-oxetan-3-yl-piperazin-1-yl)-methanone FC=1C=C2C(=NNC2=CC1OCCOC)C1=CC(=NO1)C1=CC=C(C=C1)C(=O)N1CCN(CC1)C1COC1